4-((2R,6R)-4-iodo-6-methyltetrahydro-2H-pyran-2-yl)-1-methyl-1H-pyrazole IC1C[C@@H](O[C@@H](C1)C)C=1C=NN(C1)C